2-chloroethyl-triphenylphosphine chloride [Cl-].ClCCC1=C(C=CC=C1)P(C1=CC=CC=C1)C1=CC=CC=C1